C(CCCCC(=O)OCC1CC2C(CC1C)O2)(=O)OCC2CC1C(CC2C)O1 bis-(3,4-epoxy-6-methylcyclohexylmethyl) adipate